COC1CC2C(C2C1)CO (3-methoxybicyclo[3.1.0]hex-6-yl)methanol